OC(COCC=1C=CC=2N(C1)C(=CN2)C(=O)OCC)(C)C ethyl 6-[(2-hydroxy-2-methyl-propoxy)methyl]imidazo[1,2-a]pyridine-3-carboxylate